((5R,6aR)-5-Fluorohexahydrocyclopropa[a]pyrrolizin-6a(4H)-yl)methanol F[C@H]1CN2CC3C([C@]2(C1)CO)C3